FC=1C=C(CN2C3(CN(C3)C=3N=NC=CC3)C(N(CC2=O)C(CC)CC)=O)C=CC1F 5-(3,4-difluorobenzyl)-8-(pent-3-yl)-2-(pyridazin-3-yl)-2,5,8-triazaspiro[3.5]nonane-6,9-dione